C(CCCCCCCC)(=O)OC[C@@H](O)COP(=O)([O-])OCC[N+](C)(C)C 1-nonanoyl-sn-glycero-3-phosphocholine